CN1CCN(CC1)C=1N=C(C2=C(N1)C=NC=C2)NCCC=2SC=CC2 2-(4-methylpiperazin-1-yl)-N-(2-(thiophen-2-yl)ethyl)pyrido[3,4-d]pyrimidin-4-amine